C(C1=CC=CC=C1)N1CC(CC1)NC1=NC(=NC(=C1)C1=CC=C(C=C1)Cl)C=1C=NC=CC1 N-(1-Benzylpyrrolidin-3-yl)-6-(4-chlorophenyl)-2-(pyridin-3-yl)pyrimidin-4-amine